C1(=CC=CC=C1)[C@H](CC)N (S)-1-phenylpropane-1-amine